C12(CC(C1)C2)N2N=NC(=C2)[C@H](C2=C1C=CNC(C1=CC=C2)=O)NC=2C=C1C(=C(C=NC1=C(C2)C#N)C#N)NCC(C)(C)C (S)-6-(((1-(bicyclo[1.1.1]pentan-1-yl)-1H-1,2,3-triazol-4-yl)(1-oxo-1,2-dihydroisoquinolin-5-yl)methyl)amino)-4-(neopentylamino)quinoline-3,8-dicarbonitrile